N-(5-((5-(1-(2-hydroxyethyl)-4-methyl-1H-indazol-5-yl)-2,6-naphthyridin-3-yl)amino)-2-(methylsulfonyl)phenyl)acetamide OCCN1N=CC2=C(C(=CC=C12)C1=C2C=C(N=CC2=CC=N1)NC=1C=CC(=C(C1)NC(C)=O)S(=O)(=O)C)C